NC1=NN(C=C1C(=O)NC1CCC(CC1)NC1=CC=CC=2N1C=C(N2)C(F)(F)F)CC(F)(F)F 3-amino-N-[(1s,4s)-4-{[2-(trifluoromethyl)imidazo[1,2-a]pyridin-5-yl]amino}cyclohexyl]-1-(2,2,2-trifluoroethyl)-1H-pyrazole-4-carboxamide